C(C)[C@@]1(C(NCCC1)=O)C=1OC(=NN1)C=1C(=NC=CC1)NC1=CC=C(C=C1)S(F)(F)(F)(F)F (3S)-3-ethyl-3-[5-[2-[4-(pentafluoro-λ6-sulfanyl)anilino]-3-pyridyl]-1,3,4-oxadiazol-2-yl]piperidin-2-one